(2-hydroxymethyl-cyclobutyl)-methanol OCC1C(CC1)CO